CC=1N=C(N=NC1C1=C(C=C(C=C1)C(F)(F)F)O)N1CC[C@H]2[C@@H]1CN(CC2)C([2H])([2H])[2H] 2-(5-methyl-3-((3aS,7aR)-6-(methyl-d3)octahydro-1H-pyrrolo[2,3-c]pyridin-1-yl)-1,2,4-triazin-6-yl)-5-(trifluoromethyl)phenol